CC1=C(C=CC(=C1)N(CCCCCC)CCCCCC)C1(OC(=O)C2=NC=CN=C12)C1=C(N(C2=CC=CC=C12)CCCCCCCC)C 3-(2-methyl-4-di-n-hexylaminophenyl)-3-(1-n-octyl-2-methylindol-3-yl)-4,7-diazaphthalide